NCC(C)N(C=1C=C2N(CCC3=CC(=C(C=C23)OC)OC)C(N1)=O)C1=C(C=C(C=C1C)C)C 2-[(1-aminoprop-2-yl)(2,4,6-trimethylphenyl)amino]-9,10-dimethoxy-6H,7H-pyrimido[4,3-a]isoquinolin-4-one